NC1=NC2=C(N1CC(CCCNC(OC(C)(C)C)=O)C)C(=CC=C2)C(N(C)C)=O tert-butyl (5-(2-amino-7-(dimethylcarbamoyl)-1H-benzo[d]imidazol-1-yl)-4-methylpentyl)carbamate